(Z)-2-(5-bromo-1H-indol-3-yl)-3-(4-(ethylsulfanyl)pyridin-3-yl)-acrylonitrile BrC=1C=C2C(=CNC2=CC1)/C(/C#N)=C/C=1C=NC=CC1SCC